C(C)N(C(C1=C(C=CC(=C1)F)OC1=C(N=CN=N1)N1CC2(CN(C2)[C@@H](C(C)C)CCCN(C)CCO)CC1)=O)C(C)C (R)-N-Ethyl-5-fluoro-2-((5-(2-(6-((2-hydroxyethyl)(methyl)amino)-2-methylhexan-3-yl)-2,6-diazaspiro[3.4]oct-6-yl)-1,2,4-triazin-6-yl)oxy)-N-isopropylbenzamide